((2-fluoro-6-(methoxymethoxy)-8-(4,4,5,5-tetramethyl-1,3,2-Dioxaborolane-2-yl)naphthalen-1-yl)ethynyl)triisopropylsilane FC1=C(C2=C(C=C(C=C2C=C1)OCOC)B1OC(C(O1)(C)C)(C)C)C#C[Si](C(C)C)(C(C)C)C(C)C